1,2,3,4,6-pentaacetyl-alpha-D-galactose C(C)(=O)[C@@]1(O)[C@](O)([C@@](O)([C@@](O)([C@H](O1)C(O)C(C)=O)C(C)=O)C(C)=O)C(C)=O